[Cl-].OC(C[N+](C)(C)C)COC1=C(C=2C(C3=CC=CC=C3SC2C(=C1C)C)=O)C 2-hydroxy-3-(1,3,4-trimethyl-9-oxo-9H-thioxanthen-2-yloxy)-N,N,N-trimethyl-1-propaneaminium chloride